BrC1=CC(=NC=C1)O[C@@H]1CC[C@H](CC1)O trans-4-[(4-bromo-2-pyridyl)oxy]cyclohexanol